N-[4-[8-amino-5-chloro-3-(trideuteriomethyl)imidazo[1,5-a]pyrazin-1-yl]-3-methyl-phenyl]-2-(3-chlorophenyl)-2-hydroxy-acetamide NC=1C=2N(C(=CN1)Cl)C(=NC2C2=C(C=C(C=C2)NC(C(O)C2=CC(=CC=C2)Cl)=O)C)C([2H])([2H])[2H]